(S)-2-(2-((4-bromo-2-fluorophenoxy)methyl)pyrrolidin-1-yl)-5-ethylpyrimidine BrC1=CC(=C(OC[C@H]2N(CCC2)C2=NC=C(C=N2)CC)C=C1)F